C(C)OC(=O)C1=CC2=C(N1)OC(=C2)CC2CC2 (cyclopropylmethyl)-6H-furo[2,3-b]pyrrole-5-carboxylic acid ethyl ester